Tert-butyl (3R)-3-[(2S)-1-(tert-butoxy)-3-[3-(hydroxymethyl)phenyl]-1-oxopropan-2-yl]pyrrolidine-1-carboxylate C(C)(C)(C)OC([C@@H](CC1=CC(=CC=C1)CO)[C@@H]1CN(CC1)C(=O)OC(C)(C)C)=O